CC(C(=O)NC1=C(C=CC=C1)C1=NC(=NN1)C(C)C)=CC=1C=NN(C1)C 2-methyl-3-(1-methyl-1H-pyrazol-4-yl)-N-{2-[3-(propan-2-yl)-1H-1,2,4-triazol-5-yl]phenyl}propenamide